C(C)(=O)OC1=C(C=C(C=C1C)C1C(OC2=C1C=C(C=C2C(C)(C)C)C(C)(C)C)=O)C 3-(4-acetoxy-3,5-dimethylphenyl)-5,7-di-tert-butylbenzofuran-2-one